1-(3-(1-methyl-1H-pyrazol-4-yl)phenyl)cyclopropanamine CN1N=CC(=C1)C=1C=C(C=CC1)C1(CC1)N